5-fluoro-2-(((3R,4R)-3-fluoro-1-(methylsulfonyl)piperidin-4-yl)amino)-7-isopropylpyrrolo[2,1-f][1,2,4]triazine-6-carbonitrile FC=1C(=C(N2N=C(N=CC21)N[C@H]2[C@@H](CN(CC2)S(=O)(=O)C)F)C(C)C)C#N